Bis(tri-p-tolylphosphine) palladium (II) dichloride [Pd](Cl)Cl.C1(=CC=C(C=C1)P(C1=CC=C(C=C1)C)C1=CC=C(C=C1)C)C.C1(=CC=C(C=C1)P(C1=CC=C(C=C1)C)C1=CC=C(C=C1)C)C